ClC1=CC2=C(C(C3=C(N(S2(=O)=O)C)C=CC=C3)NCCCOC)C=C1 3-Chloro-11-((3-methoxypropyl)amino)-6-methyl-6,11-dihydrodibenzo[c,f][1,2]thiazepine 5,5-dioxide